6'-(aminomethyl)-2'-(2,6-difluoro-3,5-dimethoxyphenyl)-1'H-spiro[cyclopropane-1,4'-[2,7]naphthyridine]-3'(2'H)-one diacetate C(C)(=O)O.C(C)(=O)O.NCC=1C=C2C3(C(N(CC2=CN1)C1=C(C(=CC(=C1F)OC)OC)F)=O)CC3